3-(3-(3-(4-(1-Aminocyclobutyl)phenyl)-2-(2-aminopyridin-3-yl)-3H-imidazo[4,5-b]pyridin-5-yl)phenyl)-N-(3-((2-(2,6-dioxopiperidin-3-yl)-1,3-dioxoisoindolin-4-yl)amino)propyl)propanamid NC1(CCC1)C1=CC=C(C=C1)N1C(=NC=2C1=NC(=CC2)C=2C=C(C=CC2)CCC(=O)NCCCNC2=C1C(N(C(C1=CC=C2)=O)C2C(NC(CC2)=O)=O)=O)C=2C(=NC=CC2)N